(2S,5R)-5-benzyloxyaminopiperidine C(C1=CC=CC=C1)ON[C@@H]1CCCNC1